(R,E)-N-(3-bromo-5-cyclopropyl-2,6-difluorobenzylidene)-2-methylpropane-2-sulfinamide BrC=1C(=C(\C=N\[S@](=O)C(C)(C)C)C(=C(C1)C1CC1)F)F